tolylcopper trifluoromethanesulfonate FC(S(=O)(=O)[O-])(F)F.C1(=C(C=CC=C1)[Cu+])C